CC(C)OC(N(C)C)OC(C)C N,N-dimethylformamide diisopropyl acetal